CC1=C(C=NC(=C1)N1CCOCC1)NC1=NC=C(C(=C1)NCCCN1C(CCCC1)=O)C(F)(F)F 1-(3-((2-((4-methyl-6-morpholinylpyridin-3-yl)amino)-5-(trifluoromethyl)pyridin-4-yl)amino)propyl)piperidin-2-one